FC1(C[C@@H](N(C1)C)CN1C2=C(C(C3=CC(=CC=C13)F)=O)C1=CC3=C(C(N1C2)=O)COC([C@]3(O)CC)=O)F (S)-11-(((R)-4,4-difluoro-1-methylpyrrolidin-2-yl)methyl)-4-ethyl-8-fluoro-4-hydroxy-1,12-dihydro-14H-pyrano[3',4':6,7]indolizino[2,1-b]quinoline-3,6,14(4H,11H)-trione